4-amino-2-(4-tert-butylphenyl)-6-chloro-pyrimidine-5-carboxylic acid ethyl ester C(C)OC(=O)C=1C(=NC(=NC1Cl)C1=CC=C(C=C1)C(C)(C)C)N